BrC#CCC(C1=C(C=CC(=C1)F)F)C=1C(N(C=C(C1)C)C)=O 3-(4-bromo-1-(2,5-difluorophenyl)but-3-yn-1-yl)-1,5-dimethylpyridin-2(1H)-one